(4-(2,6-dioxopiperidin-3-yl)-2,5-difluorophenyl)piperidine-1-carboxylic acid tert-butyl ester C(C)(C)(C)OC(=O)N1C(CCCC1)C1=C(C=C(C(=C1)F)C1C(NC(CC1)=O)=O)F